OC(CNC=1SC(=NN1)NCC(CCCCCCCCCCCCCCCC)O)CCCCCCCCCCCCCCCC 2,5-bis(2-hydroxyoctadecylamino)-1,3,4-thiadiazole